C(C)(C)(C)OC(=O)N1CCC(CC1)C(=O)NNC(C1=CC(=CC=C1)C(F)(F)F)=O 4-{2-[3-(trifluoromethyl)benzoyl]hydrazinecarbonyl}piperidine-1-carboxylic acid tert-butyl ester